(3R,3aS,5R,6S,6aR)-6-((2-amino-3-fluoroquinolin-7-yl)methyl)-5-fluorohexahydro-2H-cyclopenta[b]furan-2,3,3a-triol NC1=NC2=CC(=CC=C2C=C1F)C[C@@H]1[C@@H](C[C@]2([C@@H]1OC([C@@H]2O)O)O)F